C1(=CC=CC=C1)OP(OC1=CC=CC=C1)(=O)N=[N+]=[N-] Azidophosphoric acid Diphenyl ester